3-amidino-phenylalanine-4-ethoxy-carbonylpiperazide-hydrochloride Cl.C(C)OC(=O)N1CCN(CC1)C([C@@H](N)CC1=CC(=CC=C1)C(N)=N)=O